3,5-difluoro-4-((8-methoxy-2-oxopyrazino[2,3-c][1,8]naphthyridin-1(2H)-yl)methyl)benzenesulfonamide trans-benzyl-3-[[(tert-butoxy)carbonyl]amino]-4-hydroxypyrrolidine-1-carboxylate C(C1=CC=CC=C1)OC(=O)N1C[C@H]([C@@H](C1)O)NC(=O)OC(C)(C)C.FC=1C=C(C=C(C1CN1C(C=NC=2C=NC=3N=C(C=CC3C21)OC)=O)F)S(=O)(=O)N